Tert-butyldimethyl-[[4-(4-nitropyrazol-1-yl)cyclohexyl]methoxy]silane C(C)(C)(C)[Si](OCC1CCC(CC1)N1N=CC(=C1)[N+](=O)[O-])(C)C